ClC1=NC=C(C2=CC=CC=C12)Cl 1,4-dichloroisoquinoline